(4-(Phenylamino)phenyl)boronic acid C1(=CC=CC=C1)NC1=CC=C(C=C1)B(O)O